1-iodo-4-isocyanato-benzene IC1=CC=C(C=C1)N=C=O